N-(Azetidin-3-yl)-8-methoxy-7-(1H-pyrazol-4-yl)-[1,2,4]triazolo[1,5-c]pyrimidin-2-amine N1CC(C1)NC1=NN2C=NC(=C(C2=N1)OC)C=1C=NNC1